FC=1C=C(C=CC1F)[C@H]1[C@@H](CN(C1)CCOC)NC(=O)NC1=CC(=NN1C1=CC=CC=C1)C1=CC=CC=C1 1-((3s,4r)-4-(3,4-difluorophenyl)-1-(2-methoxyethyl)pyrrolidin-3-yl)-3-(1,3-diphenyl-1H-pyrazol-5-yl)urea